CC(CCCC=1C=C(C(=C(C(=O)O)C1)O)O)CC 5-(4-methylhexyl)-dihydroxybenzoic acid